(1S,2S)-N-(6-(7-(azetidin-1-yl)-5-chloro-6-fluoro-1H-indazol-4-yl)imidazo[1,2-a]pyrazin-2-yl)-2-fluorocyclopropane-1-carboxamide N1(CCC1)C=1C(=C(C(=C2C=NNC12)C=1N=CC=2N(C1)C=C(N2)NC(=O)[C@H]2[C@H](C2)F)Cl)F